ClC1=C(C=C(C=C1F)C1=NC(=NC2=NC(=C(N=C12)C)C)[C@H]1C[C@@H](OCC1)C1=CC(=NC=C1)C)F |r| (4-chloro-3,5-difluoro-phenyl)-6,7-dimethyl-2-[rac-(2R,4R)-2-(2-methyl-4-pyridyl)tetrahydropyran-4-yl]Pteridine